Traumatic anhydride C1(\C=C\CCCCCCCCC(=O)O1)=O